OC=1C=C2C(C=C(OC2=CC1)CCC1=CC=C(C=C1)OC)=O 6-Hydroxy-2-[2-(4-methoxyphenyl)ethyl]chromone